N-[3-(dihydroxyboranyl)-5-fluorophenyl]prop-2-enamide methyl-5-[2-(2-{carbamoyl[(naphthalen-2-yl)methyl]amino}phenyl)ethynyl]pyridine-2-carboxylate COC(=O)C1=NC=C(C=C1)C#CC1=C(C=CC=C1)N(CC1=CC2=CC=CC=C2C=C1)C(N)=O.OB(C=1C=C(C=C(C1)F)NC(C=C)=O)O